N-(5-cyano-6-(2H-1,2,3-triazol-2-yl)pyridin-3-yl)-1-(2-cyanopyridin-4-yl)-5-(trifluoromethyl)-1H-pyrazole-4-carboxamide C(#N)C=1C=C(C=NC1N1N=CC=N1)NC(=O)C=1C=NN(C1C(F)(F)F)C1=CC(=NC=C1)C#N